The molecule is a prostaglandins Falpha that is prosta-5,13-dien-1-oic acid substituted by hydroxy groups at positions 9, 11 and 15. It is the 9beta-hydroxy epimer of prostaglandin F2alpha. It has a role as a human metabolite. It is a conjugate acid of a prostaglandin F2beta(1-). CCCCC[C@@H](/C=C/[C@H]1[C@@H](C[C@H]([C@@H]1C/C=C\\CCCC(=O)O)O)O)O